4-((5-fluoro-3-(5-fluoropyrimidin-2-yl)-2-methoxyphenyl)amino)-N-(methyl-d3)nicotinAmide FC=1C=C(C(=C(C1)NC1=CC=NC=C1C(=O)NC([2H])([2H])[2H])OC)C1=NC=C(C=N1)F